1-bromo-2-(methylsulfinyl)benzene BrC1=C(C=CC=C1)S(=O)C